IC1=NN(C2=CC=CC=C12)CC(F)(F)F 3-iodo-1-(2,2,2-trifluoroethyl)-1H-indazole